(2R)-1-(benzyloxy)-3-[4-(morpholin-4-yl)naphthalen-1-yl]-1-oxopropan-2-yl (2S)-2-[[(tert-butoxy)carbonyl](methyl)amino]-4-fluoro-4-methylpentanoate C(C)(C)(C)OC(=O)N([C@H](C(=O)O[C@@H](C(=O)OCC1=CC=CC=C1)CC1=CC=C(C2=CC=CC=C12)N1CCOCC1)CC(C)(C)F)C